Cl.C(C=C)OCC=C 2-propenyl ether hydrochloride